4-((2-(3-(2-(tert-Butylamino)-2-oxoethoxy)phenyl)-5-methoxypyrimidin-4-yl)amino)-N-methylbenzamide C(C)(C)(C)NC(COC=1C=C(C=CC1)C1=NC=C(C(=N1)NC1=CC=C(C(=O)NC)C=C1)OC)=O